BrC1=NN(C2=NC=CC=C21)C2=CC(=NC=C2)C(F)(F)F Bromo-1-(2-(trifluoromethyl)pyridin-4-yl)-1H-pyrazolo[3,4-b]pyridine